N-[(S)-(4,4-Difluorocyclohexyl)-[6-[(1R)-1-(4,4,4-trifluorobutanoylamino)ethyl]-1H-benzimidazol-2-yl]methyl]-3-(2-methoxyethyl)triazole-4-carboxamide FC1(CCC(CC1)[C@H](NC(=O)C=1N(N=NC1)CCOC)C1=NC2=C(N1)C=C(C=C2)[C@@H](C)NC(CCC(F)(F)F)=O)F